(1S,3S)-3-(4-(5-(((sec-Butyl(methyl)carbamoyl)oxy)methyl)-1-methyl-1H-pyrazol-4-yl)phenoxy)cyclohexan C(C)(CC)N(C(=O)OCC1=C(C=NN1C)C1=CC=C(OC2CCCCC2)C=C1)C